FC1=C(C=CC(=C1)C)[C@H](C)NC(CN1N=C(C2=C(C1=O)C(=NN2C(C)C)C)C)=O (S)-N-(1-(2-fluoro-4-methylphenyl)ethyl)-2-(1-isopropyl-3,7-dimethyl-4-oxo-1,4-dihydro-5H-pyrazolo[3,4-d]pyridazin-5-yl)acetamide